NC1=NC(=C2C(=N1)N(N=C2)CC2=CC=C(C=C2)[N+](=O)[O-])C2=CC=CC(=N2)C#N 6-[6-amino-1-[(4-nitrophenyl)methyl]pyrazolo[3,4-d]pyrimidin-4-yl]pyridine-2-carbonitrile